(2R)-2-cyano-N-(4-cyclopropyl-2-fluoro-phenyl)-N-[2-[(4,4-difluorocyclohexyl)amino]-2-oxo-1-[4-(trifluoromethyl)-3-pyridyl]ethyl]piperidine-1-carboxamide C(#N)[C@@H]1N(CCCC1)C(=O)N(C(C(=O)NC1CCC(CC1)(F)F)C=1C=NC=CC1C(F)(F)F)C1=C(C=C(C=C1)C1CC1)F